2,2'-azobis(2,4-dimethylbutyronitrile) N(=NC(C#N)(CCC)C)C(C#N)(CCC)C